4-((1R,5S)-3,8-diazabicyclo[3.2.1]octan-3-yl)-7-(8-methylnaphthalen-1-yl)-2-(((S)-1-methylpyrrolidin-2-yl)methoxy)-5,6,7,8-tetrahydropyrido[3,4-d]pyrimidine [C@H]12CN(C[C@H](CC1)N2)C=2C1=C(N=C(N2)OC[C@H]2N(CCC2)C)CN(CC1)C1=CC=CC2=CC=CC(=C12)C